ClC1=CC=C(C=C1)C=1C=2C(=CSC2N2C(=NN=C2[C@@H](N1)CC(=O)OC(C)(C)C)C)CC tert-butyl 2-[(9S)-7-(4-chlorophenyl)-5-ethyl-13-methyl-3-thia-1,8,11,12-tetrazatricyclo[8.3.0.02,6]trideca-2(6),4,7,10,12-pentaen-9-yl]acetate